N-(1-ethylpropoxycarbonyl)diisopropylamine C(C)C(CC)OC(=O)N(C(C)C)C(C)C